N-cyclohexyl-9H-pyrido[3,4-b]indole-1-carboxamide C1(CCCCC1)NC(=O)C1=NC=CC2=C1NC1=CC=CC=C21